C(C(C)C)(=O)N1CCN(CC1)C=1C2=CN(N=C2C=C(C1)S(=O)(=O)NC1(COC1)C)C=1SC=NN1 4-(4-isobutyrylpiperazin-1-yl)-N-(3-methyloxetan-3-yl)-2-(1,3,4-thiadiazol-2-yl)-2H-indazole-6-sulfonamide